N-(4-(bicyclo[3.1.1]heptan-3-yloxy)-3,5-difluorophenyl)-2-(3,3-diethylazetidin-1-yl)-5-(2,2,2-trifluoroethyl)oxazole-4-carboxamide C12CC(CC(C1)C2)OC2=C(C=C(C=C2F)NC(=O)C=2N=C(OC2CC(F)(F)F)N2CC(C2)(CC)CC)F